CCC/C=C\\C/C=C\\CCCCCCCC(=O)O The molecule is a hexadecadienoic acid in which the two double bonds are located at positions 9 and 12 (the 9Z,12Z-isomer). It has a role as a plant metabolite. It is a conjugate acid of a (9Z,12Z)-hexadecadienoate.